6-((1S,4S,5R)-5-((5-cyclopropyl-3-(2,6-dichlorophenyl)isoxazol-4-yl)methoxy)-2-azabicyclo[2.2.1]heptan-2-yl)-N-(propylsulfonyl)nicotinamide C1(CC1)C1=C(C(=NO1)C1=C(C=CC=C1Cl)Cl)CO[C@H]1[C@@H]2CN([C@H](C1)C2)C2=NC=C(C(=O)NS(=O)(=O)CCC)C=C2